6-methoxy-N1-(2-methoxyethyl)-N1-methylbenzene-1,3-diamine COC1=CC=C(C=C1N(C)CCOC)N